7-(3-chlorophenyl)-3-iodo-1H-indole ClC=1C=C(C=CC1)C=1C=CC=C2C(=CNC12)I